CC(C[C@@H](C(N[C@@H](C[C@H]1C(NCC1)=O)C(COC1=C(C(=CC(=C1F)F)F)F)=O)=O)NC(C(=O)NC1=C(C=CC=C1)F)=O)(C)C N1-((S)-4,4-dimethyl-1-oxo-1-(((S)-3-oxo-1-((S)-2-oxopyrrolidin-3-yl)-4-(2,3,5,6-tetrafluorophenoxy)butan-2-yl)amino)pentan-2-yl)-N2-(2-fluorophenyl)oxalamide